NC1=NC(=C2C(=N1)N(N=C2)CC2=CC(=C(C=C2)[N+](=O)[O-])C)C=2C=C(C#N)C=CC2 3-[6-amino-1-[(3-methyl-4-nitro-phenyl)methyl]pyrazolo[3,4-d]pyrimidin-4-yl]benzonitrile